N-((3-(bromomethyl)-4-fluorobenzyl)(methyl)(oxo)-λ6-sulfanylidene)-4-nitrobenzenesulfonamide trans-tert-butyl-4-aminocyclohexane-1-carboxylate C(C)(C)(C)OC(=O)[C@@H]1CC[C@H](CC1)N.BrCC=1C=C(CS(=NS(=O)(=O)C2=CC=C(C=C2)[N+](=O)[O-])(=O)C)C=CC1F